2-(3-((2,6-Diethyl-4-oxo-5,6,7,8-tetrahydropyrido[4,3-d]pyrimidin-3(4H)-yl)methyl)isoxazol-5-yl)-5-fluoro-4-hydroxybenzonitrile C(C)C=1N(C(C2=C(N1)CCN(C2)CC)=O)CC2=NOC(=C2)C2=C(C#N)C=C(C(=C2)O)F